FC1=C(C(=O)N2CC(CCC2)C(=O)O)C(=CC=C1)C 1-(2-fluoro-6-methylbenzoyl)piperidine-3-carboxylic acid